isopropylthieno[3,2-d]pyrimidine-2,4-diamine C(C)(C)C1=CC=2N=C(N=C(C2S1)N)N